FC1=C(C=C(C(=C1)OC)[N+](=O)[O-])COC1=CC(=CC=C1)F 1-Fluoro-2-((3-fluoro-phenoxy)methyl)-5-methoxy-4-nitrobenzene